C(C)N(C(C1=CC(=C(C(=C1)F)F)F)=O)CC N,N-diethyl-3,4,5-trifluoro-benzamide